N(=[N+]=[N-])CCOCCOCCOCCOCCOS(=O)(=O)C1=CC=C(C=C1)C 1-azido-14-[(4-methylbenzenesulfonyl)oxy]-3,6,9,12-tetraoxatetradecane